N-(5-Bromo-2-chlorophenethyl)-N-(2,2-dimethoxyethyl)-1,1,1-trifluoromethanesulfonamide BrC=1C=CC(=C(CCN(S(=O)(=O)C(F)(F)F)CC(OC)OC)C1)Cl